N-methyl-6-(2-methyl-2,3-dihydroimidazo[2,1-B]oxazol-6-yl)-5-((4-(trifluoromethyl)benzyl)amino)pyrazine-2-sulfonamide CNS(=O)(=O)C1=NC(=C(N=C1)NCC1=CC=C(C=C1)C(F)(F)F)C=1N=C2OC(CN2C1)C